FC(OC1=C(C=C(C=C1)S(=O)(=O)C1=CC(=CC=C1)OC)C1=NN(C=C1NC(=O)C=1C=NN2C1N=CC=C2)C)F N-[3-[2-(difluoromethoxy)-5-(3-methoxyphenyl)sulfonyl-phenyl]-1-methyl-pyrazol-4-yl]pyrazolo[1,5-a]pyrimidine-3-carboxamide